2-chloro-N-(5-methyl-1,3,4-oxadiazol-2-yl)-3-[(S)-methylsulfinyl]-4-(trifluoromethyl)benzamide ClC1=C(C(=O)NC=2OC(=NN2)C)C=CC(=C1[S@@](=O)C)C(F)(F)F